C(N)(O[C@H]1CN(CCC1)C1C(CC(C1)C1=CC=C(C=C1)F)OC=1N=NC=CC1Cl)=O ((3R)-1-(2-((4-Chloropyridazin-3-yl) oxy)-4-(4-fluorophenyl) cyclopentyl) piperidin-3-yl) carbamate